lead boric acid chloride B(Cl)(Cl)Cl.[Pb]